C1CSC2=NC(CN21)C3=CC=CC=C3 The molecule is an imidazothiazole that is imidazo[2,1-b][1,3]thiazole in which the double bonds at the 2-3 and 5-6 positions have been reduced to single bonds and in which one of the hydrogens at position 6 is replaced by a phenyl group. It has a role as a xenobiotic and an environmental contaminant.